BrC=1C(N(N(C1)C)C(F)F)=O 4-bromo-2-(difluoromethyl)-1-methyl-1,2-dihydro-3H-pyrazol-3-one